5-((5-(4-cyano-3-fluorophenyl)pyridin-3-yl)oxy)-2-((1-(methylsulfonyl)piperidin-4-yl)amino)nicotinonitrile C(#N)C1=C(C=C(C=C1)C=1C=C(C=NC1)OC=1C=NC(=C(C#N)C1)NC1CCN(CC1)S(=O)(=O)C)F